7-(6-chloro-1-(2-isopropyl-4-methylpyridin-3-yl)-7-(2-methoxyphenyl)-2-oxo-1,2-dihydropyrido[2,3-d]pyrimidin-4-yl)-2,7-diazaspiro[3.5]nonane-2-carboxylic acid tert-butyl ester C(C)(C)(C)OC(=O)N1CC2(C1)CCN(CC2)C=2C1=C(N(C(N2)=O)C=2C(=NC=CC2C)C(C)C)N=C(C(=C1)Cl)C1=C(C=CC=C1)OC